C(C)C1(OCCCO1)CCCCCCCO ethyl-1,3-dioxane-2-heptanol